5-chloro-N4-(2-methyl-6-nitrophenyl)-N2-(4-(4-methylpiperazin-1-yl)phenyl)pyrimidine-2,4-diamine ClC=1C(=NC(=NC1)NC1=CC=C(C=C1)N1CCN(CC1)C)NC1=C(C=CC=C1[N+](=O)[O-])C